(S)-4-(4-(4-acryloyl-2-methylpiperazin-1-yl)-6-fluoro-1-(2-isopropyl-6-(methylsulfonyl)phenyl)-2-oxo-1,2-dihydropyridino[2,3-d]pyrimidin-7-yl)-3-chlorobenzonitrile C(C=C)(=O)N1C[C@@H](N(CC1)C=1C2=C(N(C(N1)=O)C1=C(C=CC=C1S(=O)(=O)C)C(C)C)N=C(C(=C2)F)C2=C(C=C(C#N)C=C2)Cl)C